(S)-(1-(4-amino-5-iodo-7H-pyrrolo[2,3-d]pyrimidin-7-yl)pent-4-en-2-yl-1,1-d2)carbamic acid tert-butyl ester C(C)(C)(C)OC(N[C@H](C([2H])([2H])N1C=C(C2=C1N=CN=C2N)I)CC=C)=O